4-(4-methoxy-4-methylpiperidin-1-yl)-6-methyl-2-oxo-1,2-dihydroquinoline-3-carbonitrile COC1(CCN(CC1)C1=C(C(NC2=CC=C(C=C12)C)=O)C#N)C